1-Phenyl-2-(trityloxy)ethane-1-thiol C1(=CC=CC=C1)C(COC(C1=CC=CC=C1)(C1=CC=CC=C1)C1=CC=CC=C1)S